ClC1=NSC=2C1=NC(=CC2C2=CC=NN2C)N2[C@@H](COCC2)C (3R)-4-[3-chloro-7-(1-methyl-1H-pyrazol-5-yl)-[1,2]thiazolo[4,5-b]pyridin-5-yl]-3-methylmorpholine